NC1=NN2C(N(CC3=CC(=C(C1=C23)OC2=C(C=CC(=C2)F)Cl)NC(C2=CC(=CC(=C2)C(F)(F)F)F)=O)C2CCC2)=O N-(2-amino-3-(2-chloro-5-fluorophenoxy)-7-cyclobutyl-8-oxo-7,8-dihydro-6H-pyrazolo[4,5,1-ij]quinazolin-4-yl)-3-fluoro-5-(trifluoromethyl)benzamide